bis(n-heptyl)isononyl-cyclohexaneN C(CCCCCC)C1C(=C(CCC1)CCCCCCC(C)C)CCCCCCC